[2H]C([C@@H](N)C1=C(C(=CC=C1)C(F)(F)F)F)([2H])[2H] (1R)-2,2,2-trideuterio-1-[2-fluoro-3-(trifluoromethyl)phenyl]ethanamine